OCCNCCNCCNCCN N-2-hydroxyethyltriethylenetetramine